C(C)(=O)N1C(\C(\C2=CC(=C(C=C12)C(=O)OC)C)=C(\C1=CC=CC=C1)/NC1=CC=C(C=C1)C(NOCCBr)=O)=O (Z)-Methyl 1-acetyl-3-(((4-((2-bromoethoxy)carbamoyl)phenyl)amino)(phenyl)methylene)-5-methyl-2-oxoindoline-6-carboxylate